2-(6-(((1R,2S,3S,5R)-2-fluoro-8-azabicyclo[3.2.1]oct-6-en-3-yl)oxy)pyridazin-3-yl)-5-(1H-1,2,3-triazol-1-yl)phenol F[C@H]1[C@H]2C=C[C@@H](C[C@@H]1OC1=CC=C(N=N1)C1=C(C=C(C=C1)N1N=NC=C1)O)N2